7-(8-ethynylnaphthalen-1-yl)-8-fluoropyrido[4,3-d]Pyrimidine C(#C)C=1C=CC=C2C=CC=C(C12)C1=C(C=2N=CN=CC2C=N1)F